FC=1C=C(C=CC1N1CC2(COC2)C1)N1C(O[C@H](C1)CNS(=O)(=O)C)=O (R)-N-((3-(3-fluoro-4-(2-oxa-6-azaspiro[3.3]hept-6-yl)phenyl)-2-oxo-oxazolidin-5-yl)methyl)methanesulfonamide